8-amino-4,4-dimethyl-1-(tetrahydro-2H-pyran-2-yl)-4,5-dihydro-1H-pyrazolo[4,3-H]quinazoline-3-carboxylic acid NC1=NC=2C3=C(C(CC2C=N1)(C)C)C(=NN3C3OCCCC3)C(=O)O